FC1(CC(C1)(C)C1(NC(=CC=C1NC(C)CC)C1=CC=C(C=C1)F)N)F 2-(3,3-difluoro-1-methyl-cyclobutyl)-6-(4-fluorophenyl)-N3-sec-butylpyridine-2,3-diamine